boron-magnesium-iron [Fe].[Mg].[B]